N,6-dimethyl-5-(4-oxopiperidin-1-yl)picolinamide CNC(C1=NC(=C(C=C1)N1CCC(CC1)=O)C)=O